4-bromo-6-chloro-5-iodo-1H-indazole BrC1=C2C=NNC2=CC(=C1I)Cl